CN(/C=C/C(=O)C1=C(N=CS1)OC1=C(C=C(C2=CC=CC=C12)N=CN(C)C)C)C N'-[4-({5-[(E)-3-(dimethylamino)prop-2-enoyl]-1,3-thiazol-4-yl}oxy)-3-methylnaphthalen-1-yl]-N,N-dimethylmethanimidamide